COC1=C(C=CC=C1)N1C(=CC=C1)P(C1CCCCC1)C1CCCCC1 1-(2-methoxyphenyl)-2-(di-cyclohexylphosphino)pyrrole